OC=1C=NNC1 4-hydroxy-pyrazol